N-(tetrahydro-2H-pyran-4-yl)-4-((2-tert-butoxycarbonylaminomethyl-3-fluoroallyl)oxy)-benzamide O1CCC(CC1)NC(C1=CC=C(C=C1)OCC(=CF)CNC(=O)OC(C)(C)C)=O